3-((1r,4r)-4-aminocyclohexyl)-7-((4-(dimethylamino)phenyl)amino)-1-isopropyl-3,4-dihydropyrimido[4,5-d]pyrimidin-2(1H)-one NC1CCC(CC1)N1C(N(C2=NC(=NC=C2C1)NC1=CC=C(C=C1)N(C)C)C(C)C)=O